Cl.Cl.NC1CCC(CC1)CC1CCC(CC1)N bis(para-aminocyclohexyl)methane dihydrochloride